CC(CC1C(CC2N(CCC3=CC(=C(C=C23)OC)OC[C@@H](CC)O)C1)O)(C)C 3-(2,2-dimethylpropyl)-9-[(2R)-2-hydroxybutoxy]-10-methoxy-1H,2H,3H,4H,6H,7H,11bH-pyrido[2,1-a]isoquinolin-2-ol